(2R)-2-[(1S)-1-[(tert-butyldimethylsilyl)oxy]ethyl]-4-[6-(2,5-dimethyl-1H-pyrrol-1-yl)-4-methoxypyridin-3-yl]piperazine-1-carboxylic acid tert-butyl ester C(C)(C)(C)OC(=O)N1[C@H](CN(CC1)C=1C=NC(=CC1OC)N1C(=CC=C1C)C)[C@H](C)O[Si](C)(C)C(C)(C)C